C(#N)C=1C(=C(C=C2C(CC3(CC3)OC12)=O)F)C1=C(C=NN1C)C1=CC2=C(C(N(N=C2)C(=O)[O-])=O)C=N1 7-(5-(8-cyano-6-fluoro-4-oxospiro[chromane-2,1'-cyclopropane]-7-yl)-1-methyl-1H-pyrazol-4-yl)-4-oxopyrido[3,4-d]pyridazine-3(4H)-carboxylate